ClC=1C=C(OCC[C@H](C(=O)O)C)C=CC1C=1N(C2=NC=NC(=C2N1)OC1(CC1)C)CC1=C(C=CC(=C1)Cl)F |r| (racemic)-(R)-4-(3-chloro-4-(9-(5-chloro-2-fluorobenzyl)-6-(1-methylcyclopropoxy)-9H-purin-8-yl)phenoxy)-2-methylbutanoic acid